C1(CC1)C([C@@H](C(=O)NC1=C(C=C(C=C1)[C@@H](C(=O)N1CC(CC1)(F)F)C)F)NC(=O)C1=CC=NN1C(C)C)C1CC1 N-((S)-1,1-dicyclopropyl-3-((4-((S)-1-(3,3-difluoropyrrolidin-1-yl)-1-oxopropan-2-yl)-2-fluorophenyl)amino)-3-oxopropan-2-yl)-1-isopropyl-1H-pyrazole-5-carboxamide